2-(2-heptadecyl-2-imidazolin-1-yl)ethane C(CCCCCCCCCCCCCCCC)C=1N(CCN1)CC